[Pd].C(C)(C)(C)P.C(C)(C)(C)P di(tertiary butyl-phosphine) palladium